C(C1=CC=CC=C1)O[C@@H]([C@@H](C(N1CCCC1)=O)N1C(C2(C1)N(C(CC2)C)C(=O)OC(C)(C)C)=O)C tert-butyl 2-((2S,3R)-3-(benzyloxy)-1-oxo-1-(pyrrolidin-1-yl) butan-2-yl)-6-methyl-1-oxo-2,5-diazaspiro[3.4]octane-5-carboxylate